C(CCCCCCC(C)C)OC(C1=CC(C(=O)O)=CC=C1)=O isophthalic acid (isodecyl) ester